tert-Butyl 4-(2,6-dibromoisonicotinoyl)piperazine-1-carboxylate BrC=1C=C(C(=O)N2CCN(CC2)C(=O)OC(C)(C)C)C=C(N1)Br